3-(1-((3-(5-Ethyl-4-oxo-7-propyl-4,5-dihydro-3H-pyrrolo[3,2-d]pyrimidin-2-yl)-4-propoxyphenyl)sulfonyl)piperidin-4-yl)-3-hydroxypentane C(C)N1C=C(C=2N=C(NC(C21)=O)C=2C=C(C=CC2OCCC)S(=O)(=O)N2CCC(CC2)C(CC)(CC)O)CCC